ClC=1C=C(C=CC1F)NC1=NC=NC2=CC(=CC(=C12)OC(C)C=1N(C=CN1)C)C=1C=NN(C1)C N-(3-chloro-4-fluorophenyl)-5-(1-(1-methyl-1H-imidazol-2-yl)ethoxy)-7-(1-methyl-1H-pyrazol-4-yl)quinazolin-4-amine